C(=O)(O)C1=CC=C(C=C1)C1=NC(=CC(=C1)C(=O)O)C1=CC=C(C=C1)C(=O)O 2,6-bis(4-carboxyphenyl)pyridine-4-carboxylic acid